N-(1-((2-(trifluoro-methyl)thiazol-4-yl)methyl)-1H-indol-5-yl)acrylamide FC(C=1SC=C(N1)CN1C=CC2=CC(=CC=C12)NC(C=C)=O)(F)F